C(#N)C=1C=CC2=CN(N=C2C1)C(C1(CC1)C(=O)O)C1=C2C=CNC2=C(C=C1OC)C 1-((6-cyano-2H-indazol-2-yl)(5-methoxy-7-methyl-1H-indol-4-yl)methyl)cyclopropane-1-carboxylic acid